4-(4-((8-(3-Acrylamidophenyl)quinazolin-2-yl)amino)phenyl)piperazine-1-carboxylic acid methyl ester COC(=O)N1CCN(CC1)C1=CC=C(C=C1)NC1=NC2=C(C=CC=C2C=N1)C1=CC(=CC=C1)NC(C=C)=O